but-3-ynylamide C(CC#C)[NH-]